N,N-dimethyl-3-oxo-3-phenylpropanamide CN(C(CC(C1=CC=CC=C1)=O)=O)C